methyl (E)-[4-[3-[4-[3-[N-(2-hydroxyethyl)-N-methylamino]-propynyl]phenyl]-3-(2-methylbenzo[b]furan-5-yl)allyloxy]-2-methylphenoxy]acetate OCCN(C)CC#CC1=CC=C(C=C1)\C(=C/COC1=CC(=C(OCC(=O)OC)C=C1)C)\C1=CC2=C(OC(=C2)C)C=C1